N-(1-(2-ethoxyethyl)-3-(pyridin-2-yl)-1H-pyrazol-4-yl)-5-(1H-pyrazol-4-yl)furan-2-carboxamide formate C(=O)O.C(C)OCCN1N=C(C(=C1)NC(=O)C=1OC(=CC1)C=1C=NNC1)C1=NC=CC=C1